ClC1=C(C=C(C=C1)C(F)(F)F)S(=O)(=O)NC1=C(N=CS1)C(=O)O 5-(2-chloro-5-(trifluoromethyl)phenylsulfonylamino)thiazole-4-carboxylic acid